COC1CCC(CC1)NC(=O)C1=NC(=NC(=C1)C1CC2(COC2)C1)C1=CN=CN1C N-((1r,4r)-4-methoxycyclohexyl)-2-(1-methyl-1H-imidazol-5-yl)-6-(2-oxaspiro[3.3]heptan-6-yl)pyrimidine-4-carboxamide